10-(tert-butyldimethylsilyl)phenothiazine [Si](C)(C)(C(C)(C)C)N1C2=CC=CC=C2SC=2C=CC=CC12